COC=1C=C(OC2CCN(CC2)C2=C(C(N(C3=CC=C(C=C23)C)C)=O)C#N)C=CC1 4-[4-(3-methoxyphenoxy)piperidin-1-yl]-1,6-dimethyl-2-oxo-1,2-dihydroquinoline-3-carbonitrile